(S)-quinuclidin-3-yl (5-(5-fluoro-2-isopropoxyphenyl)-2,2-dimethyl-2,3-dihydro-1H-inden-1-yl)carbamat FC=1C=CC(=C(C1)C=1C=C2CC(C(C2=CC1)NC(O[C@@H]1CN2CCC1CC2)=O)(C)C)OC(C)C